ClC1=CC=2N(C=C1)C=C(N2)C 7-chloro-2-methyl-imidazo[1,2-a]pyridine